ClC1=NC2=CC=CC=C2C(=N1)C(CN(CC)CC)N 1-(2-chloroquinazolin-4-yl)-N2,N2-diethyl-ethane-1,2-diamine